OC(CNC(=O)C=1C(=C(C(=C(C1I)N(C)C(CO)=O)I)C(=O)NCC(CO)O)I)CO bis(2,3-dihydroxypropyl)-5-[(hydroxyacetyl)methylamino]-2,4,6-triiodo-1,3-benzenedicarboxamide